CC1CC=2C(=NC=NC2CC1C1=C(C=CC(=C1)COC1OCCCC1)C)N1CCN(CC1)C(C=C)=O 1-[4-[6-methyl-7-[2-methyl-5-(tetrahydropyran-2-yloxymethyl)phenyl]-5,6,7,8-tetrahydroquinazolin-4-yl]piperazin-1-yl]prop-2-en-1-one